CN1N=C(C(=C1)C1=CC=C(N=N1)NC1C[C@@H]2[C@@H](CN(C2)CC2CCOCC2)C1)C (3aR,5s,6aS)-N-[6-(1,3-dimethylpyrazol-4-yl)pyridazin-3-yl]-2-(tetrahydropyran-4-ylmethyl)-3,3a,4,5,6,6a-hexahydro-1H-cyclopenta[c]pyrrol-5-amine